O=C1OC2(C3=CC=CC=C3OC=3C=CC=CC23)C2=CC(=CC=C12)C(NCC#C)=O 3-Oxo-6-(prop-2-yn-1-ylcarbamoyl)-3H-spiro[isobenzofuran-1,9'-xanthene]